IC1=NN(C2=NC=NC(=C21)N)C 3-iodo-1-methyl-1H-pyrazolo[3,4-d]Pyrimidin-4-ylamine